C1(CCC1)C=N[S@](=O)C(C)(C)C (R)-N-(cyclobutylmethylene)-2-methylpropane-2-sulfinamide